P(O)(=O)(OP(=O)(O)OP(=O)(O)O)OC[C@@H]1[C@H](C[C@@H](O1)N1C(=O)N=C(N)C(=C1)C#CCNC(=O)C(F)(F)F)O 5-[3-(Trifluoroacetamino)-prop-1-ynyl]-2'-deoxycytidine-5'-O-triphosphate